2-(pyridin-2-yldisulfaneyl)ethyl 1H-1,2,4-triazole-1-carboxylate N1(N=CN=C1)C(=O)OCCSSC1=NC=CC=C1